C(CCCCC(=O)[O-])(=O)[O-].[NH3+]CCCCCC[NH3+] HexamethylenediAminium adipate